N-[4-(3-Cyanophenyl)-5-(2,6-dimethyl-4-pyridyl)thiazol-2-yl]-4-(2-oxoimidazolidin-1-yl)piperidin-1-carboxamid C(#N)C=1C=C(C=CC1)C=1N=C(SC1C1=CC(=NC(=C1)C)C)NC(=O)N1CCC(CC1)N1C(NCC1)=O